5-amino-2-((2R,4S,5R)-4-hydroxy-5-(hydroxymethyl)tetrahydrofuran-2-yl)-1,2,4-triazin-3(2H)-one NC1=NC(N(N=C1)[C@@H]1O[C@@H]([C@H](C1)O)CO)=O